((4,4-difluorocyclohexyl)methyl)-6-(3-methylmorpholino)-2-(1H-pyrrolo[2,3-b]pyridin-4-yl)pyrimidin-4-amine FC1(CCC(CC1)CC=1C(=NC(=NC1N1C(COCC1)C)C1=C2C(=NC=C1)NC=C2)N)F